OC(C(CC(=O)O)(C(=O)O)O)C(=O)O 1,2-dihydroxypropane-1,2,3-tricarboxylic acid